2-butyl-3-hydroxy-phenylpropionate C(CCC)C1=C(C=CC=C1O)OC(CC)=O